N-(4-((S*)-2-(2,3-Difluorophenyl)butyl)-6-(((R)-1-hydroxy-4-methylpentan-2-yl)amino)-1,3,5-triazin-2-yl)methanesulfonamide FC1=C(C=CC=C1F)[C@H](CC1=NC(=NC(=N1)N[C@@H](CO)CC(C)C)NS(=O)(=O)C)CC |o1:8|